N-(methyl-d3)-6-(3-methylureido)nicotinamide C(NC(C1=CN=C(C=C1)NC(=O)NC)=O)([2H])([2H])[2H]